O1C(=CC=C1)[SH2](=O)C (furan-2-yl)(methyl)-λ6-sulfanone